FC=1C=C2C(=NC1)NNC2=O 5-fluoro-1H-pyrazolo[3,4-b]pyridin-3-one